ClC=1C(=NC=C(C1)F)CN1N=C2N([C@H](C[C@H](C2)C(F)(F)F)C(=O)N2CC(CC2)(F)F)C1=O |r| (5RS,7RS)-2-[(3-Chloro-5-fluoropyridin-2-yl)methyl]-5-[(3,3-difluoropyrrolidin-1-yl)carbonyl]-7-(trifluoromethyl)-5,6,7,8-tetrahydro[1,2,4]triazolo[4,3-a]pyridin-3(2H)-one